ClC1=CC=C(CN(C=2C(C(C2N(CC2=CC=C(C=C2)C2=NOC(=N2)C(F)(F)F)C)=O)=O)C)C=C1 3-((4-chlorobenzyl)(methyl)amino)-4-(methyl(4-(5-(trifluoromethyl)-1,2,4-oxadiazol-3-yl)benzyl)amino)cyclobut-3-ene-1,2-dione